2-methyl-4-[4-(methylthio)phenyl]-5-oxo-N-phenyl-1,4,5,6,7,8-hexahydro-3-quinolinecarboxamide CC=1NC=2CCCC(C2C(C1C(=O)NC1=CC=CC=C1)C1=CC=C(C=C1)SC)=O